ClC1=C(C=CC=C1)NC(=O)NC1=C(C=C(C=C1)Cl)Cl 1-(2-chlorophenyl)-3-(2,4-dichlorophenyl)urea